2-(tert-butyl)-N-(3-chloro-4-fluorophenyl)-2,3-dihydrobenzo[d]isothiazole-4-carboxamide 1,1-dioxide C(C)(C)(C)N1S(C=2C(C1)=C(C=CC2)C(=O)NC2=CC(=C(C=C2)F)Cl)(=O)=O